N-(4-(4-amino-5-(2-fluoro-4-(pyrrolidine-1-carbonyl)phenyl)-7-methyl-7H-pyrrolo[2,3-d]pyrimidin-6-yl)phenyl)methacrylamide NC=1C2=C(N=CN1)N(C(=C2C2=C(C=C(C=C2)C(=O)N2CCCC2)F)C2=CC=C(C=C2)NC(C(=C)C)=O)C